3-ethyl-oxazolidin-2-one C(C)N1C(OCC1)=O